Bis(3-chloro-2-methylphenyl)carbodiimide ClC=1C(=C(C=CC1)N=C=NC1=C(C(=CC=C1)Cl)C)C